FC1(CCN(CC1)C(=O)C1=CC=C2C(=NNC2=C1)C=1C=C2C=NNC(C2=CC1)=O)F 6-(6-(4,4-difluoropiperidine-1-carbonyl)-1H-indazol-3-yl)phthalazin-1(2H)-one